BrC1=C(C=2C(=C(SN2)N[C@H]2CN(CCC2)C(C=C)=O)C=C1Cl)F 1-((3R)-3-((6-bromo-5-chloro-7-fluoro-2,1-benzothiazol-3-yl)amino)-1-piperidinyl)-2-propen-1-one